[Sn].[Mg].[Na] sodium magnesium tin